2-methoxy-N-(4-methoxy-6-((5-propioloyl-5,6-dihydropyrrolo[3,4-c]pyrazol-1(4H)-yl)methyl)benzo[d]isoxazol-3-yl)benzenesulfonamide COC1=C(C=CC=C1)S(=O)(=O)NC1=NOC2=C1C(=CC(=C2)CN2N=CC1=C2CN(C1)C(C#C)=O)OC